2-fluoro-N-(1-(6-(4-(trifluoromethyl)phenyl)quinolin-8-yl)azetidin-3-yl)acrylamide FC(C(=O)NC1CN(C1)C=1C=C(C=C2C=CC=NC12)C1=CC=C(C=C1)C(F)(F)F)=C